C(C)N(CC)C(C(=O)OC1=CC=C(C=C1)NC(C)=O)CC N-acetyl-p-aminophenyl diethylaminobutyrate